CC1=CC=C2C(CCSC2=C1)NC(=O)C=1C(NC(=CC1)C(F)(F)F)=O N-(7-methylthiochroman-4-yl)-2-oxo-6-(trifluoromethyl)-1,2-dihydropyridine-3-carboxamide